FC1=CC=C(C=C1)S(=O)(=O)NCCOC1=CC2=C(N=C(S2)C2=C3N=CC(=NC3=CC(=C2)C(C)O)OC)C(=C1)C 4-fluoro-N-(2-((2-(7-(1-hydroxyethyl)-2-methoxyquinoxalin-5-yl)-4-methylbenzo[d]thiazol-6-yl)oxy)ethyl)benzenesulfonamide